Neodymium hydride [H-].[Nd+3].[H-].[H-]